C(C)(C)(C)[C@H]1CC[C@H](CC1)N1CCC(CC1)N1C=C(C2=CC=CC=C12)CN1CCCC1 (1-(cis-4-(tert-butyl)cyclohexyl)piperidin-4-yl)-3-(pyrrolidin-1-ylmethyl)-1H-indole